sodium acetone sodium hydrogensulfite S(=O)(O)[O-].[Na+].CC(=O)C.[Na+].S(=O)(O)[O-]